7-(4-(isopropylamino)-5-(5-((1R,5S,8s)-8-(pyrimidin-2-ylamino)-3-azabicyclo[3.2.1]oct-3-yl)-1,3,4-thiadiazol-2-yl)pyridin-2-yl)pyrrolo[1,2-b]pyridazine-3-carbonitrile C(C)(C)NC1=CC(=NC=C1C=1SC(=NN1)N1C[C@H]2CC[C@@H](C1)C2NC2=NC=CC=N2)C2=CC=C1N2N=CC(=C1)C#N